C1=C(C=CC=2OC3=C(C21)C=CC=C3)CNC=3C(=NC(=NC3C)C3=CC=CC=C3)OCC(=O)OCC ethyl 2-((5-((dibenzo[b,d]furan-2-ylmethyl)amino)-6-methyl-2-phenylpyrimidin-4-yl)oxy)acetate